FC(C1=CC(=NN1CC1=CC=C(C(=O)OC)C=C1)C1=NC(=NO1)C1(CC1)C1=C(C=CC=C1)C)F methyl 4-((5-(difluoromethyl)-3-(3-(1-(o-tolyl)cyclopropyl)-1,2,4-oxadiazol-5-yl)-1H-pyrazol-1-yl)methyl)benzoate